Methyl (R)-2-(2-(2-methylbutanoyl)isoindolin-5-yl)benzoate C[C@@H](C(=O)N1CC2=CC=C(C=C2C1)C1=C(C(=O)OC)C=CC=C1)CC